1-cyclopentylsulfanyl-4-methoxy-benzene C1(CCCC1)SC1=CC=C(C=C1)OC